6-((2S,5R)-4-(1-(4-Chlorophenyl)-2-methylpropyl)-2,5-dimethylpiperazin-1-yl)-9-((1-hydroxycyclopentyl)methyl)-3,9-dihydro-2H-purin-2-one ClC1=CC=C(C=C1)C(C(C)C)N1C[C@@H](N(C[C@H]1C)C=1C=2N=CN(C2NC(N1)=O)CC1(CCCC1)O)C